1-(1-(3-bromo-4-chloropyridin-2-yl)-3-methyl-1H-1,2,4-triazol-5-yl)-N-methylmethanamine BrC=1C(=NC=CC1Cl)N1N=C(N=C1CNC)C